5-(2-methyl-2H-tetrazol-5-yl)-2-(7-(2,2,6,6-tetramethyl-1,2,3,6-tetrahydropyridin-4-yl)imidazo[1,2-a]pyrimidin-2-yl)phenol formate C(=O)OC1=C(C=CC(=C1)C=1N=NN(N1)C)C=1N=C2N(C=CC(=N2)C=2CC(NC(C2)(C)C)(C)C)C1